OC[C@H](C1=CC=CC=C1)NC1=CC(=NC=C1C1=NC(=NO1)C)NC=1N=CC2=C(N1)C(OC2=O)(C)C (S)-2-((4-((2-hydroxy-1-phenylethyl)amino)-5-(3-methyl-1,2,4-oxadiazol-5-yl)pyridin-2-yl)amino)-7,7-dimethylfuro[3,4-d]pyrimidin-5(7H)-one